C(C)(=O)OCNC1=NC(=NC2=CC(=C(C=C12)OC)OCCCN1CCCC1)N1CCC(CC1)(F)F ((2-(4,4-difluoropiperidin-1-yl)-6-methoxy-7-(3-(pyrrolidin-1-yl)propoxy)quinazolin-4-yl)amino)methyl acetate